bromo-4-chloro-N-[4-chloro-2-methyl-6-(methylcarbamoyl)phenyl]-2-(3-chloro-2-pyridyl)pyrazole-3-carboxamide BrC=1C(=C(N(N1)C1=NC=CC=C1Cl)C(=O)NC1=C(C=C(C=C1C(NC)=O)Cl)C)Cl